COC=1C=C2C(=C(N(C2=CC1)S(=O)(=O)C1=CC=C(C)C=C1)C1=CC=CC=C1)C 5-Methoxy-3-methyl-2-phenyl-1-tosyl-1H-indole